(Z)-ethyl 3-((benzyloxy)methyl)-4,4,4-trifluorobut-2-enoate C(C1=CC=CC=C1)OC/C(=C/C(=O)OCC)/C(F)(F)F